NC([C@@H](C[C@H]1C(NC2(CC2)C1)=O)C1CCC12CN(C(C2)C(=O)N)C([C@H](C(C)(C)C)NC(C(F)(F)F)=O)=O)=O [(1S)-2-amino-2-oxo-1-[[(6R)-5-oxo-4-azaspiro[2.4]heptan-6-yl]methyl]ethyl]-6-[(2S)-3,3-dimethyl-2-[(2,2,2-trifluoroacetyl)amino]butanoyl]-6-azaspiro[3.4]octane-7-carboxamide